[18F]C1=CC(=NC=C1)C(=O)C(N)C(=O)O 4-[18F]-fluoro-2-pyridineformylglycine